N-(4-cinnamamidobutyl)-2,3-dimethylbut-2-enamide C(C=CC1=CC=CC=C1)(=O)NCCCCNC(C(=C(C)C)C)=O